C1CCN2CCC[C@H]([C@H]12)NC=1OC=2C(=NC(=CC2)C2=C(C=C(C=C2C)Cl)O)N1 2-[2-[[(8R,8aS)-1,2,3,5,6,7,8,8a-Octahydroindolizin-8-yl]amino]oxazolo[4,5-b]pyridin-5-yl]-5-chloro-3-methyl-phenol